O=C1C(=C(C=NN1)N[C@H](C=O)C)C(F)(F)F (S,E)-2-((6-oxo-5-(trifluoromethyl)-1,6-dihydropyridazin-4-yl)amino)propanal